Rel-(R)-5-(2-(2-(1-methyl-1H-pyrazol-5-yl)piperidin-1-yl)-2-oxoacetamido)Nicotinamide CN1N=CC=C1[C@@H]1N(CCCC1)C(C(=O)NC=1C=NC=C(C(=O)N)C1)=O |o1:6|